1-(4-(7-chloro-6-(2-fluoro-6-hydroxy-phenyl)-4-(1H-indol-4-yl)-1-phthalazinyl)-1-piperazinyl)-2-propen-1-one ClC1=C(C=C2C(=NN=C(C2=C1)N1CCN(CC1)C(C=C)=O)C1=C2C=CNC2=CC=C1)C1=C(C=CC=C1O)F